FC1=CC=C2C=CC(=NC2=C1CCNC(OC(C)(C)C)=O)OC tert-butyl (2-(7-fluoro-2-methoxyquinolin-8-yl)ethyl)carbamate